6-chloro-4-oxo-N-(4-{5-[(1s,3s)-3-(trifluoromethoxy)cyclobutyl]-1,3,4-oxadiazol-2-yl}bicyclo[2.1.1]hex-1-yl)-3,4-dihydro-2H-1-benzopyran-2-carboxamide ClC=1C=CC2=C(C(CC(O2)C(=O)NC23CCC(C2)(C3)C=3OC(=NN3)C3CC(C3)OC(F)(F)F)=O)C1